ethyl 7-cyclopropyl-2-(ethylthio)pyrazolo[1,5-a]pyrimidine-3-carboxylate C1(CC1)C1=CC=NC=2N1N=C(C2C(=O)OCC)SCC